N-(naphthalen-1-yl)adamantan-1-amine C1(=CC=CC2=CC=CC=C12)NC12CC3CC(CC(C1)C3)C2